2-({[(Tert-butoxy)carbonyl]amino}methyl)-6-methoxy-1,3-benzothiazole-5-carboxylic Acid C(C)(C)(C)OC(=O)NCC=1SC2=C(N1)C=C(C(=C2)OC)C(=O)O